COC(=O)C1=C(C=NC=C1)NC[C@@H]1CCOC2=C1C=CC(=C2)N(C)C2=CC=C(C=C2)Cl 3-({[(4R)-7-[(4-chlorophenyl)(methyl)amino]-3,4-dihydro-2H-1-benzopyran-4-yl]methyl}amino)pyridine-4-carboxylic acid methyl ester